FC=1C=C(C=C(C1)F)[C@@H]1CC[C@H]2OC3(C(N21)=O)C(CN(CC3)C3=CC=CC=2N3N=CN2)C (5'S,7a'R)-5'-(3,5-difluorophenyl)-3-methyl-1-([1,2,4]triazolo[1,5-a]pyridin-5-yl)tetrahydro-3'H-spiro[piperidine-4,2'-pyrrolo[2,1-b][1,3]oxazol]-3'-one